FC(C1COC12CCC(CC2)NC(OC(C)(C)C)=O)(F)F Tert-butyl (3-(trifluoromethyl)-1-oxaspiro[3.5]nonan-7-yl)carbamate